2-((1R,5S,6R)-3-(5-cyano-6-((S)-2-methylazetidin-1-yl)-4-(trifluoromethyl)pyridin-2-yl-3-d)-3-Azabicyclo[3.1.0]hexan-6-yl)acetic acid-2,2-d2 C(#N)C=1C(=C(C(=NC1N1[C@H](CC1)C)N1C[C@@H]2C([C@@H]2C1)C(C(=O)O)([2H])[2H])[2H])C(F)(F)F